1,3-bis(allyloxy)propan-2-ol C(C=C)OCC(COCC=C)O